O=C1N(CCC(N1)=O)C1=CN=C2N1C=CC=C2C#CCOC2CCN(CC2)C(=O)OC(C)(C)C tert-butyl 4-((3-(3-(2,4-dioxotetrahydropyrimidin-1(2H)-yl)imidazo[1,2-a]pyridin-8-yl)prop-2-yn-1-yl)oxy)piperidine-1-carboxylate